Tert-butyl (3S,4S)-3-fluoro-4-(3-(4-(trifluoromethoxy)phenyl)ureido)piperidine-1-carboxylate F[C@H]1CN(CC[C@@H]1NC(=O)NC1=CC=C(C=C1)OC(F)(F)F)C(=O)OC(C)(C)C